6-(6-ethoxypyridin-3-yl)-N-(8-fluoro-5-methoxyimidazo[1,2-a]pyridin-2-yl)pyrazine-2-carboxamide C(C)OC1=CC=C(C=N1)C1=CN=CC(=N1)C(=O)NC=1N=C2N(C(=CC=C2F)OC)C1